5-(3-((3,4-dichlorophenyl)amino)propyl)-N-hydroxyisoxazole-3-carboxamide ClC=1C=C(C=CC1Cl)NCCCC1=CC(=NO1)C(=O)NO